CC(C)(C)[S@@](=O)\N=C\1/CCCC12CCN(CC2)C(=O)OC(C)(C)C tert-butyl (1E)-1-{[(R)-2-methylpropane-2-sulfinyl] imino}-8-azaspiro-[4.5]decane-8-carboxylate